C1[C@H]([C@@H]([C@H]([C@@H](O1)O[C@H]2[C@@H]([C@H](O[C@H]([C@@H]2O)O)CO)O)O)O)O The molecule is a glycosylglucose consisting of beta-D-xylopyranose and beta-D-glucopyranose residues joined in sequence by a (1->3) glycosidic bond. It derives from a beta-D-glucose and a beta-D-xylose.